CC(C(=O)O)C(CCCC)(C)C 2,3,3-trimethylheptanoic acid